4-((2-methoxyethyl)(4-(5,6,7,8-tetrahydro-1,8-naphthyridin-2-yl)butyl)amino)-2-((2-methyl-6-(trifluoromethyl)pyrimidin-4-yl)amino)butanoic acid COCCN(CCC(C(=O)O)NC1=NC(=NC(=C1)C(F)(F)F)C)CCCCC1=NC=2NCCCC2C=C1